BrC1=CC=C(C=C1)NC(=O)N[C@H](C(=O)NCP(OCC)(OCC)=O)CC1=CC=CC=C1 diethyl ({[(2S)-2-{[(4-bromophenyl)carbamoyl]amino}-3-phenylpropanoyl]amino}methyl)phosphonate